(S)-N-(3-(2-((2-fluoro-3-(methyl-sulfonyl)phenyl)amino)-5-methylpyrimidin-4-yl)-1H-indol-7-yl)-3-methoxy-2-(4-methylpiperazin-1-yl)propanamide FC1=C(C=CC=C1S(=O)(=O)C)NC1=NC=C(C(=N1)C1=CNC2=C(C=CC=C12)NC([C@H](COC)N1CCN(CC1)C)=O)C